4-((1S,2S)-1-(4-(benzylthio)phenoxy)-6-chloro-4-cyano-2,3-dihydro-1H-inden-2-yl)piperazine-1-carboxylic acid tert-butyl ester C(C)(C)(C)OC(=O)N1CCN(CC1)[C@@H]1[C@H](C2=CC(=CC(=C2C1)C#N)Cl)OC1=CC=C(C=C1)SCC1=CC=CC=C1